ClC=1C=CC(=C(C1)C1=C(C(=NC=N1)O)F)N1N=NC(=C1)Cl 6-(5-chloro-2-(4-chloro-1H-1,2,3-triazol-1-yl)phenyl)-5-fluoropyrimidin-4-ol